N1=C(C=CC2=CC=CC=C12)CN1CCN(CCN(CCN(CC1)CC(=O)O)CC(=O)O)CC(=O)O 2,2',2''-(10-(quinolin-2-ylmethyl)-1,4,7,10-tetraazacyclododecane-1,4,7-triyl)triacetic acid